1-cyclopropyl-N-((5-(trifluoromethyl)pyridin-2-yl)methyl)ethan-1-amine C1(CC1)C(C)NCC1=NC=C(C=C1)C(F)(F)F